ClC1=C2CCN([C@@H](C2=C(C=C1)OCC1=NOC=C1C)CN1C(CCC1)=O)C(=O)[C@H]1[C@](CCCC1)(C(=O)O)C (1S,2R)-2-((S)-5-chloro-8-((4-methylisoxazol-3-yl)methoxy)-1-((2-oxopyrrolidin-1-yl)methyl)-1,2,3,4-tetrahydro-isoquinoline-2-carbonyl)-1-methylcyclohexane-1-carboxylic acid